C[C@H](C(C)C)N1C=2N=CN(C(C2N=C1)=O)CC1=C(C=CC=C1)OCCN1CCOCC1 9-(1(R),2-dimethyl-propyl)-[2-(2-morpholin-4-yl-eth-oxy)-benzyl]-1,9-dihydro-purin-6-one